2-(5-bromothiophen-3-yl)propan-2-ol BrC1=CC(=CS1)C(C)(C)O